OC1=C(CN(C1=O)C)C(=O)O 4-hydroxy-1-methyl-5-oxo-2,5-dihydro-1H-pyrrole-3-carboxylic acid